C(C)(C)(C)OC(=O)N1C[C@H](O[C@@H](C1)C)COC=1C=C2C(N(C(C2=CC1)=O)C1C(NC(CC1)=O)=O)=O (2s,6r)-2-[[2-(2,6-dioxo-3-piperidinyl)-1,3-dioxo-isoindolin-5-yl]oxymethyl]-6-methyl-morpholine-4-carboxylic acid tert-butyl ester